(5-fluoro-2-methoxyphenyl)-6-methyl-4-[(1-methylcyclopropyl)amino]furo[2,3-d]pyrimidine-5-carboxamide FC=1C=CC(=C(C1)C=1N=C(C2=C(N1)OC(=C2C(=O)N)C)NC2(CC2)C)OC